3-(4-(3-(1H-imidazol-4-yl)-2-methylpiperidin-1-yl)pyrimidin-2-yl)-6-(trifluoromethyl)imidazo[1,2-a]pyrazine N1C=NC(=C1)C1C(N(CCC1)C1=NC(=NC=C1)C1=CN=C2N1C=C(N=C2)C(F)(F)F)C